Rel-(R)-3-(8-methoxy-9-(2-methyl-2H-tetrazol-5-yl)-1-(2,2,2-trifluoroethyl)-5,6-dihydropyrrolo[2,1-a]isoquinoline-3-carbonyl)-4-methyloxazolidine-4-carboxamide COC=1C=C2CCN3C(C2=CC1C=1N=NN(N1)C)=C(C=C3C(=O)N3COC[C@@]3(C(=O)N)C)CC(F)(F)F |o1:27|